N-[(3-fluoropyridin-2-yl)methyl]-2-(2-{[2-(5-methyl-1H-imidazol-2-yl)ethyl]amino}ethyl)-[1,3]oxazolo[4,5-c]pyridin-4-amine FC=1C(=NC=CC1)CNC1=NC=CC2=C1N=C(O2)CCNCCC=2NC(=CN2)C